C(C1=CC=CC=C1)OC1=CC(=C(C(=C1)OC1=C(C(=C(C(=O)O)C(=C1C)C)OC)C)C)OC 4-[4-(benzyloxy)-2-methoxy-6-toluoxy]-2-methoxy-3,5,6-trimethylbenzoic acid